1-Chloro-3-(pyridin-2-yl)-10-(trifluoromethyl)-3,4-dihydro-2H,6H-[1,4]thiazepino[2,3,4-ij]quinazoline-6,8(7H)-dione ClS1CC(CN2C(NC(C3=CC(=CC1=C23)C(F)(F)F)=O)=O)C2=NC=CC=C2